ClC1=CC=C(C(=N1)C(F)(F)F)N 6-chloro-2-(trifluoromethyl)pyridin-3-amine